1-(4-(chloromethyl)phenyl)-3-(3-fluorophenyl)urea ClCC1=CC=C(C=C1)NC(=O)NC1=CC(=CC=C1)F